[Si](C)(C)(C(C)(C)C)OCCNC(C)(C)C N-(2-((tert-butyldimethylsilyl)oxy)ethyl)-2-methyl-2-propylamine